ClC=1C=NC(=C(C(=O)NC2CCC(CC2)CN2C(N(C3=C2C=CC=C3)C=3C=NC(=CC3)N(C)C)=O)C1)C(F)F 5-chloro-2-(difluoromethyl)-N-((1r,4r)-4-((3-(6-(dimethyl-amino)pyridin-3-yl)-2-oxo-2,3-dihydro-1H-benzo[d]imidazol-1-yl)methyl)cyclohexyl)nicotinamide